4-(bromomethyl)-2-iodobenzo[b]thiophene BrCC1=CC=CC=2SC(=CC21)I